2-hydroxy-3-phenyl-benzoic acid OC1=C(C(=O)O)C=CC=C1C1=CC=CC=C1